N-((8-fluoro-1,2,3,5,6,7-hexahydro-s-indacen-4-yl)carbamoyl)-4-hydroxy-5,6,7,8-tetrahydro-4H-cyclohepta[b]furan-2-sulfonamide FC=1C=2CCCC2C(=C2CCCC12)NC(=O)NS(=O)(=O)C1=CC2=C(O1)CCCCC2O